6-bromo-1-(4-fluoro-2-methylphenyl)-3-(6-methoxy-2-methylpyridin-3-yl)-4-oxo-1,2,3,4-tetrahydroquinazoline-7-carbonitrile BrC=1C=C2C(N(CN(C2=CC1C#N)C1=C(C=C(C=C1)F)C)C=1C(=NC(=CC1)OC)C)=O